BrC=1C=C(C=2N(C3=CC=C(C=C3C2C1)Cl)S(=O)(=O)C1=CC=C(C)C=C1)OC1CN(CC1)C(=O)OC(C)(C)C tert-Butyl 3-((3-bromo-6-chloro-9-tosyl-9H-carbazol-1-yl)oxy)pyrrolidine-1-carboxylate